2-(5-cyano-4-methylpyridin-2-yl)oxazole-4-carboxylic acid ethyl ester C(C)OC(=O)C=1N=C(OC1)C1=NC=C(C(=C1)C)C#N